2-[2-Chloro-3-(trifluoromethyl)phenyl]-N-[(1S)-2,3-dihydro-1H-inden-1-yl]quinoxaline-6-carboxamide ClC1=C(C=CC=C1C(F)(F)F)C1=NC2=CC=C(C=C2N=C1)C(=O)N[C@H]1CCC2=CC=CC=C12